2-(4'-diethylamino-2'-methylbenzylidene)-1-tetralone C(C)N(C1=CC(=C(C=C2C(C3=CC=CC=C3CC2)=O)C=C1)C)CC